C1(CC1)C=1C(=NN(C1C(=O)OCC)CC(=O)C1=CC(=C(C=C1)Cl)Cl)C(=O)OCC Diethyl 4-cyclopropyl-1-[2-(3,4-dichlorophenyl)-2-oxoethyl]-1H-pyrazole-3,5-dicarboxylate